4-((S)-4-acryloyl-2-methylpiperazin-1-yl)-6-chloro-7-(2-chloro-6-fluorophenyl)-1-(2-isopropyl-4-(methylthio)pyridin-3-yl)pyrido[2,3-d]pyrimidin-2(1H)-one C(C=C)(=O)N1C[C@@H](N(CC1)C=1C2=C(N(C(N1)=O)C=1C(=NC=CC1SC)C(C)C)N=C(C(=C2)Cl)C2=C(C=CC=C2F)Cl)C